C(C)(C)N1N=CC(=C1)C=1C=C(C=CC1)N(C(=O)[C@@H]1CC[C@H](CC1)CC(=O)O)CC12CCC(CC1)(CC2)C2=CC(=C(C=C2)OC)C trans-2-(4-((3-(1-Isopropyl-1H-pyrazol-4-yl)phenyl)((4-(4-methoxy-3-methylphenyl)bicyclo[2.2.2]octan-1-yl)methyl)carbamoyl)cyclohexyl)acetic acid